2-Hydroxy-7-{[1-(pyridine-2-carbonyl)azetidin-3-yl]oxy}-3,4-dihydro-2H-1,2-benzoxaborole OB1OC=2C(C1)CC=CC2OC2CN(C2)C(=O)C2=NC=CC=C2